C(C)O[C@H]1O[C@@H]([C@H]2O[C@H](OC[C@]21OCOCC[Si](C)(C)C)C2=CC=C(C=C2)OC)CI (2-{[((2s,4as,5s,7s,7ar)-5-ethoxy-7-(iodomethyl)-2-(4-methoxyphenyl)dihydro-4h-furo[3,4-d][1,3]dioxin-4a(5h)-yl)oxy]methoxy}ethyl)(trimethyl)silane